(S)-2-((4-((2-hydroxy-1-phenylethyl)amino)-5-(5-methyl-1,3,4-oxadiazol-2-yl)pyrimidin-2-yl)amino)-7,7-dimethyl-6-propyl-6,7-dihydro-5H-pyrrolo[3,4-b]pyridin-5-one OC[C@H](C1=CC=CC=C1)NC1=NC(=NC=C1C=1OC(=NN1)C)NC1=CC=C2C(=N1)C(N(C2=O)CCC)(C)C